[rac-(1S,3S)-3-aminocyclohexyl] 6-[5-(6-methyl-2-pyridyl)-1H-imidazol-4-yl]quinoline-3-carboxylate CC1=CC=CC(=N1)C1=C(N=CN1)C=1C=C2C=C(C=NC2=CC1)C(=O)O[C@@H]1C[C@H](CCC1)N |r|